NC1CC2(CN(C2)CCNC=2C=NC3=CC=C(C=C3C2)C=2N=CNC2C2=NC(=CC=C2)C)C1 N-[2-(6-amino-2-azaspiro[3.3]heptan-2-yl)ethyl]-6-[5-(6-methyl-2-pyridyl)-1H-imidazol-4-yl]quinolin-3-amine